COC(C1=C(C=CC(=C1)C=C(C)C)C#N)=O 2-cyano-5-(2-methylpropan-1-enyl)benzoic acid methyl ester